C(C)(C)(C)C1=NC=C(C=N1)C=1N=C2SC[C@@H](CN2C(C1C#N)=O)C (R)-8-(2-(tert-butyl)pyrimidin-5-yl)-3-methyl-6-oxo-3,4-dihydro-2H,6H-pyrimido[2,1-b][1,3]thiazine-7-carbonitrile